NC1CN(CC1)C1=C(C=CC=2N(C(=NC21)C)C)NC(=O)C2=NN(C(C=C2)=O)C2=C(C=CC=C2OC)F N-(4-(3-aminopyrrolidin-1-yl)-1,2-dimethyl-1H-benzo[d]imidazol-5-yl)-1-(2-fluoro-6-methoxyphenyl)-6-oxo-1,6-dihydropyridazine-3-carboxamide